N1(CCCCC1)S(=O)(=O)C=1C=C(C=CC1)C(CC#N)N1N=CC(=C1)C=1C2=C(N=CN1)NC=C2 3-[3-(piperidin-1-ylsulfonyl)-phenyl]-3-[4-(7H-pyrrolo[2,3-d]pyrimidin-4-yl)-1H-pyrazol-1-yl]propanenitrile